5-(3-(2-(1H-indazol-6-yl)ethynyl)phenoxy)-1H-1,2,3-triazole-4-carboxylic acid N1N=CC2=CC=C(C=C12)C#CC=1C=C(OC2=C(N=NN2)C(=O)O)C=CC1